5-(1,1-dimethylethyl)-4-hydroxybenzenepropionic acid octyl ester C(CCCCCCC)OC(CCC1=CC=C(C(=C1)C(C)(C)C)O)=O